1-(4-(difluoromethoxy)benzyl)-6-isobutyl-8-(2-methylbutyl)hexahydro-4H-pyrazino[1,2-a]pyrimidine FC(OC1=CC=C(CN2C3N(CCC2)C(CN(C3)CC(CC)C)CC(C)C)C=C1)F